N1=C(C=C(C=C1)C(=O)O)C(=O)O Pyridine-2,4-dicarboxylic acid